tetrakis(trimethoxyphenyl)porphyrin COC1=C(C(=C(C=C1)C1=C2C=CC(C(=C3C=CC(=C(C=4C=CC(=C(C5=CC=C1N5)C5=C(C(=C(C=C5)OC)OC)OC)N4)C4=C(C(=C(C=C4)OC)OC)OC)N3)C3=C(C(=C(C=C3)OC)OC)OC)=N2)OC)OC